[NH4+].P(=O)([O-])(O)O phosphate monoammonium salt